methyl 4-methyl-5-nitro-2-(4-(trifluoromethyl)piperidin-1-yl)nicotinate CC1=C(C=NC(=C1C(=O)OC)N1CCC(CC1)C(F)(F)F)[N+](=O)[O-]